{2,7-dichloro-8-fluoropyrido[4,3-d]pyrimidin-4-yl}piperazine-1-carboxylic acid tert-butyl ester C(C)(C)(C)OC(=O)N1C(CNCC1)C=1C2=C(N=C(N1)Cl)C(=C(N=C2)Cl)F